FC1=C(C(=O)N[C@H](C(=O)O)CC2=CC(=C(C=C2)C=2C(N(C(=CC2C(F)(F)F)C)C)=O)F)C(=CC(=C1)N1[C@H](COCC1)C(F)(F)F)F (S)-2-(2,6-difluoro-4-((R)-3-(trifluoromethyl)morpholinyl)benzoylamino)-3-(4-(1,6-dimethyl-2-oxo-4-(trifluoromethyl)-1,2-dihydropyridin-3-yl)-3-fluorophenyl)propionic acid